7-fluoro-2-methyl-5-[2-(piperidin-4-yl)-[1,2,4]triazolo[3,2-b][1,3]thiazol-5-yl]indazole FC1=CC(=CC2=CN(N=C12)C)C1=CN2C(S1)=NC(=N2)C2CCNCC2